C1(CCCC1)N1C(C2=C(CCC1)C(=CN2)C2=NC(=NC=C2C(F)(F)F)N[C@@H]2CNC(CC2)(C)C)=O 7-cyclopentyl-3-(2-{[(3S)-6,6-dimethylpiperidin-3-yl]amino}-5-(trifluoromethyl)pyrimidin-4-yl)-1H,4H,5H,6H,7H,8H-pyrrolo[2,3-c]azepin-8-one